OC=1C2=C(N=CN1)N(C=C2C2=CC=C(C=C2)OC2=CC=CC=C2)C2CCC(CC2)=O 4-(4-Hydroxy-5-(4-phenoxyphenyl)-7H-pyrrolo[2,3-d]pyrimidin-7-yl)cyclohexanone